disilyl-tertiary butylamine [SiH3]N(C(C)(C)C)[SiH3]